C[Si](CCOCN1C=NC=C1S(=O)(=N)C1=CC=C(C(=O)OC)C=C1)(C)C methyl 4-[[3-(2-trimethylsilylethoxymethyl)imidazol-4-yl]sulfonimidoyl]benzoate